C([2H])([2H])([2H])N(C(CN1C(COC2=C(C1=O)OC1=C2C=C(C=C1)Cl)(C(=O)NCC1=NC=CC=C1OC(C)C)C)=O)C([2H])([2H])[2H] 4-(2-(bis(methyl-d3)amino)-2-oxoethyl)-9-chloro-N-((3-isopropoxypyridin-2-yl)methyl)-3-methyl-5-oxo-2,3,4,5-tetrahydrobenzofuro[2,3-f][1,4]oxazepine-3-carboxamide